ClC=1C=C(C=C(C1)NS(=O)(=O)C)C1=NN(C=C1C(=O)N)C1=NC=CC=C1COC1=CC=CC=C1 (3-chloro-5-(methylsulfonylamino)phenyl)-1-(3-(phenoxymethyl)pyridin-2-yl)-1H-pyrazole-4-carboxamide